ClC1=C(C(N(C=C1)C1=NC=C(C(=C1)N1C(C=C(C=C1C)OCC1=NC=C(C=C1F)Br)=O)C)=O)C(C)(C)O chloro-4''-((3-fluoro-5-bromopyridin-2-yl)methoxy)-3-(2-hydroxypropan-2-yl)-5',6''-dimethyl-2H,2''H-[1,2':4',1''-terpyridin]-2,2''-dione